5-fluoro-2-(piperazin-1-yl)benzonitrile hydrochloride Cl.FC=1C=CC(=C(C#N)C1)N1CCNCC1